2-[5-Benzyloxy-4-(1-cyclopropyl-1-hydroxy-ethyl)-2-fluoro-phenyl]acetic acid C(C1=CC=CC=C1)OC=1C(=CC(=C(C1)CC(=O)O)F)C(C)(O)C1CC1